pyridinecarboyl-iridium N1=C(C=CC=C1)C(=O)[Ir]